(R)-tert-butyl 2-((3S,5S)-5-(methoxycarbonyl)pyrrolidin-3-yl)-3-oxohexahydroimidazo[1,5-a]pyrazine-7(1H)-carboxylate COC(=O)[C@@H]1C[C@@H](CN1)N1C(N2[C@@H](CN(CC2)C(=O)OC(C)(C)C)C1)=O